3-(5-(3,5-dimethylpiperazin-1-yl)-7-fluoro-1-oxoisoindolin-2-yl)piperidine-2,6-dione CC1CN(CC(N1)C)C=1C=C2CN(C(C2=C(C1)F)=O)C1C(NC(CC1)=O)=O